N-((3R,4S)-1-(3,3-difluorocyclobutyl)-3-fluoropiperidin-4-yl)-4-methoxy-5-(1-(2,2,2-trifluoroethyl)-1H-benzo[d][1,2,3]triazol-6-yl)pyrrolo[2,1-f][1,2,4]triazin-2-amine FC1(CC(C1)N1C[C@H]([C@H](CC1)NC1=NN2C(C(=N1)OC)=C(C=C2)C=2C=CC1=C(N(N=N1)CC(F)(F)F)C2)F)F